NC=1C=C(OC2CCN(CC2)C(=O)OC(C)(C)C)C=CC1 tert-butyl 4-(3-aminophenoxy)piperidine-1-carboxylate